N-(3-(5-(2-acetamidopyridin-4-yl)-2-(methylthio)-1-((2-(trimethylsilyl)ethoxy)methyl)-1H-imidazol-4-yl)phenyl)-2-((1-oxoisoindolin-2-yl)methyl)benzamide C(C)(=O)NC1=NC=CC(=C1)C1=C(N=C(N1COCC[Si](C)(C)C)SC)C=1C=C(C=CC1)NC(C1=C(C=CC=C1)CN1C(C2=CC=CC=C2C1)=O)=O